(7S)-7-((2H-pyrazolo[3,4-b]pyridin-2-yl)methyl)-7-methyl-1-oxa-3-azaspiro[4.5]decane-2-one N=1N(C=C2C1N=CC=C2)C[C@@]2(CC1(CNC(O1)=O)CCC2)C